2,2-Dimethyl-7-propan-2-yl-3,4-dihydrochromen-5-ol CC1(OC=2C=C(C=C(C2CC1)O)C(C)C)C